1,8-bis(hydroxymethyl)anthracene OCC1=CC=CC2=CC3=CC=CC(=C3C=C12)CO